COC1=CC=C(C=C1)/C=C/C(=O)OC(CC)(CCCC(C)C)C 3,7-dimethyloctan-3-yl (E)-3-(4-methoxyphenyl)acrylate